N-[3-[2-(4-fluoroanilino)-1-methyl-2-oxo-ethyl]-1-bicyclo[1.1.1]pentanyl]-2,5-dimethyl-pyrazole-3-carboxamide FC1=CC=C(NC(C(C)C23CC(C2)(C3)NC(=O)C=3N(N=C(C3)C)C)=O)C=C1